(2E,4E)-3-methyl-5-((1S,2S)-2-methyl-2-(5,5,8,8-tetramethyl-5,6,7,8-tetrahydronaphthalen-2-yl)cyclopropyl)penta-2,4-dienoic acid diethylamine salt C(C)NCC.C\C(=C/C(=O)O)\C=C\[C@H]1[C@](C1)(C1=CC=2C(CCC(C2C=C1)(C)C)(C)C)C